ClC1=CC(N(C2=CC=C(C=C12)[N+](=O)[O-])CCOCCOC)=O 4-chloro-1-[2-(2-methoxyethoxy)ethyl]-6-nitro-quinolin-2-one